(S)-2-(5-(5-(trifluoromethyl)-1H-pyrazol-4-yl)indoline-1-carbonyl)pyrrolidine-1-carbonitrile FC(C1=C(C=NN1)C=1C=C2CCN(C2=CC1)C(=O)[C@H]1N(CCC1)C#N)(F)F